N4,N4'-bis(biphenyl-4-yl)-N4,N4'-diphenylbiphenyl-4,4'-diamine C1(=CC=C(C=C1)N(C1=CC=C(C=C1)C1=CC=C(C=C1)N(C1=CC=CC=C1)C1=CC=C(C=C1)C1=CC=CC=C1)C1=CC=CC=C1)C1=CC=CC=C1